3-(2-amino-6-oxo-1H-purin-9(6H)-yl)-2-methylene-5-((pivaloyloxy)methyl)cyclopentyl pivalate C(C(C)(C)C)(=O)OC1C(C(CC1COC(C(C)(C)C)=O)N1C=2N=C(NC(C2N=C1)=O)N)=C